OCC=1C=C(CNC(OC(C)(C)C)=O)C=CC1 tert-butyl (3-(hydroxymethyl)benzyl)carbamate